(1aS,7bR)-5-[2-((Z)-4-diethylaminobut-1-enyl)-4-fluorobenzenesulfonyl-amino]-1,1a,2,7b-tetrahydro-cyclopropa[c]benzopyran-4-carboxylic acid C(C)N(CC\C=C/C1=C(C=CC(=C1)F)S(=O)(=O)NC1=C(C2=C([C@H]3[C@@H](CO2)C3)C=C1)C(=O)O)CC